C1(=CC=C(C=C1)CCSC=1OC(=NN1)COC1=CC(=CC(=C1)C)C)C1=CC=CC=C1 1-((1,1'-biphenyl)-4-yl)-2-((5-((3,5-dimethylphenoxy)methyl)-1,3,4-oxadiazol-2-yl)thio)ethane